3-(4-aminoimidazo[2,1-f][1,2,4]triazin-7-yl)-N,4-dimethyl-N-(pyridin-4-yl)benzenesulfonamide NC1=NC=NN2C1=NC=C2C=2C=C(C=CC2C)S(=O)(=O)N(C2=CC=NC=C2)C